ClC1=CC=C2C(=CNC2=C1N1N=CC=C1)S(=O)(=O)NC1=NC(=C(C(=N1)OC)C1C(C1)C#N)OC 6-chloro-N-[5-(2-cyanocyclopropyl)-4,6-dimethoxy-pyrimidin-2-yl]-7-pyrazol-1-yl-1H-indole-3-sulfonic acid amide